R-benzonitrile C(C1=CC=CC=C1)#N